ClC1=C(C=C(C(=O)N(C)C2COCC=3NC(C=4C=C(C(=CC4C32)F)F)=O)C=C1)F 4-chloro-N-(8,9-difluoro-6-oxo-1,4,5,6-tetrahydro-2H-pyrano[3,4-c]isoquinolin-1-yl)-3-fluoro-N-methylbenzamide